4-(((3s,4s)-4-(aminomethyl)-1-((5-(difluoromethyl)pyridin-2-yl)sulfonyl)-4-hydroxypyrrolidin-3-yl)oxy)-2-fluorobenzonitrile NC[C@]1([C@H](CN(C1)S(=O)(=O)C1=NC=C(C=C1)C(F)F)OC1=CC(=C(C#N)C=C1)F)O